(R)-2-amino-3-(phenylselanyl)propanoic acid N[C@H](C(=O)O)C[Se]C1=CC=CC=C1